C[Si](OC(C#C)(C)C)(OC(C#C)(C)C)C=C methyl-vinylbis(3-methyl-1-butyn-3-yloxy)silane